4-oxo-2,2,6,6-tetramethylpiperidin-1-ol O=C1CC(N(C(C1)(C)C)O)(C)C